ClC=1C(=C(C=CC1)C1CC2C(N(OC2(C)C)C(C)C)C(C1)C)C 5-(3-chloro-2-methylphenyl)-1-isopropyl-3,3,7-trimethyloctahydrobenzo[c]isoxazole